CC1=NC(=CC=C1N1CCN(CC1)CC=1C=C(C=2C=3N(C(NC2C1)=O)C=CN3)F)C(NC)=O 8-((4-(2-methyl-6-(methylcarbamoyl)pyridin-3-yl)piperazin-1-yl)methyl)-10-fluoroimidazo[1,2-c]quinazolin-5(6H)-one